FC(C1=C(C=CC(=N1)NC(N(CC1=NNC(=C1)C(F)(F)F)C=1C=NC(=NC1)OC)=O)F)F 3-(6-(Difluoromethyl)-5-fluoropyridin-2-yl)-1-(2-methoxypyrimidin-5-yl)-1-((5-(trifluoromethyl)-1H-pyrazol-3-yl)methyl)urea